BrC1=C(C(=CC(=C1)C)[N+](=O)[O-])N(C(OC(C)(C)C)=O)CC(COCC)=O tert-butyl (2-bromo-4-methyl-6-nitrophenyl)(3-ethoxy-2-oxopropyl)carbamate